C1(CCO1)=O β-propionlacton